N'-(3-(4-(aminomethyl)pyridin-2-yl)-5-methylbenzoyl)-2-fluorobenzenesulfonyl-hydrazine NCC1=CC(=NC=C1)C=1C=C(C(=O)NNS(=O)(=O)C2=C(C=CC=C2)F)C=C(C1)C